OC1=NC(=NC2=CC(=C(C=C12)C1CCC(CC1)C(=O)OC)OCCOC)C Methyl (1R,4R)-4-(4-hydroxy-7-(2-methoxyethoxy)-2-methylquinazolin-6-yl)cyclohexane-1-carboxylate